CC=1C=C(C(=C2C=CC=CC12)N)N 4-methylnaphthalene-1,2-diamine